Methyl 2-((4-(di-methylcarbamoyl)benzyl)oxy)-5-formylbenzoate CN(C(=O)C1=CC=C(COC2=C(C(=O)OC)C=C(C=C2)C=O)C=C1)C